ClC1=CC=C(C=C1)[C@@]1(N(C(C2=CC(=CC(=C12)F)C(CC)(C=1N=CN(C1)C)O)=O)CC1=C(C=C(C#N)C=C1)CO)O[C@@H]1COCC1 4-{[(1R)-1-(4-Chlorophenyl)-7-fluoro-5-[1-hydroxy-1-(1-methyl-1H-imidazol-4-yl)propyl]-3-oxo-1-[(3S)-oxolan-3-yloxy]-2,3-dihydro-1H-isoindol-2-yl]methyl}-3-(hydroxymethyl)benzonitril